NC1=NN2C(C=C(C=C2)C=2C=C(C(=NC2C)OC)C(=O)NCC2=CC(=CC(=C2)C(F)(F)F)F)=N1 5-{2-amino-[1,2,4]triazolo[1,5-a]pyridin-7-yl}-N-{[3-fluoro-5-(trifluoromethyl)phenyl]methyl}-2-methoxy-6-methylpyridine-3-carboxamide